2-methoxy-6-(3-pyridinyl)pyridin-4-amine COC1=NC(=CC(=C1)N)C=1C=NC=CC1